methyl-ammonium [tetrakis(pentafluoro-naphthyl) borate] FC=1C(=C2C(=C(C(=C(C2=CC1)[B-](C1=C(C(=C(C2=C(C(=CC=C12)F)F)F)F)F)(C1=C(C(=C(C2=C(C(=CC=C12)F)F)F)F)F)C1=C(C(=C(C2=C(C(=CC=C12)F)F)F)F)F)F)F)F)F.C[NH3+]